(3R)-3-(6-(7-chloro-5H-pyrrolo[2,3-b]pyrazin-2-yl)-2-(4-hydroxyl-2,2-Dimethylpyrrolidine-1-carbonyl)-1,2,3,4-tetrahydroisoquinolin-8-yl)morpholine-4-carboxylic acid tert-butyl ester C(C)(C)(C)OC(=O)N1[C@@H](COCC1)C=1C=C(C=C2CCN(CC12)C(=O)N1C(CC(C1)O)(C)C)C=1N=C2C(=NC1)NC=C2Cl